4-(4-(benzo[c][1,2,5]oxadiazol-5-yl)phenyl)-N-(pyridin-3-yl)butanamide N=1ON=C2C1C=CC(=C2)C2=CC=C(C=C2)CCCC(=O)NC=2C=NC=CC2